C1=C(C=CC2=CC=CC=C12)C1=NC2=C3N=C(C=C(C3=CC=C2C(=C1)C1=CC=CC=C1)C1=CC=CC=C1)C1=CC2=CC=CC=C2C=C1 2,9-bis(naphthalene-2-yl)-4,7-diphenyl-1,10-phenanthroline